(S)-2-ethyl-6-((4-((2-hydroxy-1-phenylethyl)amino)-5-(5-methyl-1,3,4-oxadiazol-2-yl)pyrimidin-2-yl)amino)-1-isopropyl-1,2-dihydro-3H-indazol-3-one C(C)N1N(C2=CC(=CC=C2C1=O)NC1=NC=C(C(=N1)N[C@H](CO)C1=CC=CC=C1)C=1OC(=NN1)C)C(C)C